((1,5-bis(4-chlorophenyl)-1H-1,2,4-triazol-3-yl)methyl)-4-methoxypiperidine ClC1=CC=C(C=C1)N1N=C(N=C1C1=CC=C(C=C1)Cl)CN1CCC(CC1)OC